ClC1=NC=C(C=C1)SC1CC1 2-chloro-5-(cyclopropylthio)pyridine